N-((5-Acetoxy-4,6-dimethylpyridin-3-yl)methyl)-N,N-dimethyldodecan-1-aminium C(C)(=O)OC=1C(=C(C=NC1C)C[N+](CCCCCCCCCCCC)(C)C)C